2-[[3,7-bis(dimethylamino)phenothiazine-10-carbonyl]-amino]acetate CN(C=1C=CC=2N(C3=CC=C(C=C3SC2C1)N(C)C)C(=O)NCC(=O)[O-])C